N,N-dimethyl-6-hepten-1-ylamine CN(C)CCCCCC=C